(5S,6R)-6-methyl-1,3,8-triazaspiro[4.5]decane-2,4-dione C[C@H]1[C@]2(C(NC(N2)=O)=O)CCNC1